1-[(5-nitro-2-furyl)methyl]-4-(4-nitrophenyl)piperazine oxalate C(C(=O)O)(=O)O.[N+](=O)([O-])C1=CC=C(O1)CN1CCN(CC1)C1=CC=C(C=C1)[N+](=O)[O-]